2-(3-(2-hydroxyethoxy)benzyl)-6-(methylcarbamoyl)isonicotinic acid OCCOC=1C=C(CC=2C=C(C(=O)O)C=C(N2)C(NC)=O)C=CC1